(((6-chlorobenzo[d]oxazol-2-yl)thio)methyl)benzonitrile ClC1=CC2=C(N=C(O2)SCC2=C(C#N)C=CC=C2)C=C1